C12(CC(C1)C2)N2N=CC(=C2)C(=O)NC=2N=CC1=CC(=C(C=C1C2)C2CCN(CC2)[C@@]2(COC[C@@H]2O)C)Cl 1-(bicyclo[1.1.1]pentan-1-yl)-N-(7-chloro-6-(1-((3R,4R)-4-hydroxy-3-methyltetrahydrofuran-3-yl)piperidin-4-yl)isoquinolin-3-yl)-1H-pyrazole-4-carboxamide